[2-[5-methyl-1-[4-(trifluoromethoxy)phenyl]pyrazol-3-yl]-1,3,4,6,7,8,9,9a-octahydropyrido[1,2-a]pyrazin-8-yl]methanol CC1=CC(=NN1C1=CC=C(C=C1)OC(F)(F)F)N1CC2N(CC1)CCC(C2)CO